2-methyl-6-styrylphenol CC1=C(C(=CC=C1)C=CC1=CC=CC=C1)O